OCC(=O)[C@H]1[C@@H](CC2C3CCC4=CC(CC[C@@]4(C3=CC[C@]12C)C)=O)CCC (10S,13S,16R,17S)-17-(2-hydroxyacetyl)-10,13-dimethyl-16-propyl-6,7,8,10,12,13,14,15,16,17-decahydro-1H-cyclopenta[a]phenanthren-3(2H)-one